Rac-4-(((1S,3S,4S)-2-amino-4-hydroxy-4-(3-(trifluoromethyl)phenyl)cyclohexyl)amino)-5-chloro-N-(2,4-dimethoxybenzyl)-2-fluoro-N-(pyrimidin-4-yl)benzenesulfonamide N[C@H]1[C@H](CC[C@](C1)(C1=CC(=CC=C1)C(F)(F)F)O)NC1=CC(=C(C=C1Cl)S(=O)(=O)N(C1=NC=NC=C1)CC1=C(C=C(C=C1)OC)OC)F |&1:1|